3-(3-chlorophenyl)-1,2,4-oxadiazol ClC=1C=C(C=CC1)C1=NOC=N1